Diphenyl-(4-(2-((tetrahydro-2H-pyran-2-yl)oxy)ethoxy)phenyl)sulfonium nonafluorobutanesulfonate FC(C(C(C(S(=O)(=O)[O-])(F)F)(F)F)(F)F)(F)F.C1(=CC=CC=C1)[S+](C1=CC=C(C=C1)OCCOC1OCCCC1)C1=CC=CC=C1